3-(4-n-butylcyclopent-1-en-1-yl)-2-methylpropanal C(CCC)C1CC=C(C1)CC(C=O)C